Nonan-dinitril C(CCCCCCCC#N)#N